7-(2,2-dimethoxy-ethyl)-5-(3-fluoro-4-((6-methylpyridin-2-yl)oxy)phenyl)-7H-pyrrolo[2,3-d]pyrimidin-4-amine COC(CN1C=C(C2=C1N=CN=C2N)C2=CC(=C(C=C2)OC2=NC(=CC=C2)C)F)OC